((1R,5S)-3-oxa-8-azabicyclo[3.2.1]octan-8-yl)(4-((5-chloro-4-(1-isopropyl-1H-pyrazol-4-yl)pyrimidin-2-yl)amino)-3-methoxyphenyl)methanone [C@H]12COC[C@H](CC1)N2C(=O)C2=CC(=C(C=C2)NC2=NC=C(C(=N2)C=2C=NN(C2)C(C)C)Cl)OC